CC(CO)CCCC(CC)C 2,6-dimethyl-octanol